4-[[(1S,2S)-4,6-dichloro-2-(dimethylamino)-2,3-dihydro-1H-inden-1-yl]oxy]-3-methyl-benzene ClC1=C2C[C@@H]([C@H](C2=CC(=C1)Cl)OC1=C(C=CC=C1)C)N(C)C